((S)-2-(methoxymethyl)azetidin-1-yl)methanone COC[C@H]1N(CC1)C=O